F[C@H]1C[C@H](NC1)CC(=O)N1CC(C1)OC1=C(C=2O[B-](CCC2C=C1)(O)O)C(=O)O 8-[(1-{[(2R,4S)-4-fluoropyrrolidin-2-yl]acetyl}azetidin-3-yl)oxy]-4,4-dihydroxy-5-oxa-4-boranuidabicyclo[4.4.0]deca-1(6),7,9-triene-7-carboxylic acid